O1CCC2=C1C=CC(=C2)NC2=NC=C(C(=N2)N2C=C(C=C2)C(=O)NC(CO)C2=CC(=CC=C2)Cl)C 1-(2-((2,3-dihydrobenzofuran-5-yl)amino)-5-methylpyrimidin-4-yl)-N-(1-(3-chlorophenyl)-2-hydroxyethyl)-1H-pyrrole-3-carboxamide